bipyridine-3'-carbonitrile N1=C(C=CC=C1)C1=NC=CC=C1C#N